4-(5-((5-(8-cyanoquinolin-5-yl)-3-methyl-5,6-dihydropyrrolo[3,4-c]pyrazol-1(4H)-yl)methyl)-3-methylpyridin-2-yl)piperazine-1-carboxylic acid tert-butyl ester C(C)(C)(C)OC(=O)N1CCN(CC1)C1=NC=C(C=C1C)CN1N=C(C2=C1CN(C2)C2=C1C=CC=NC1=C(C=C2)C#N)C